3-(4-methoxy-3-nitrophenyl)-6-(pyrrolidin-1-yl)pyridazine COC1=C(C=C(C=C1)C=1N=NC(=CC1)N1CCCC1)[N+](=O)[O-]